5,5-dimethylhexene CC(CCC=C)(C)C